NC1=C(C=CC=C1)NC(C1=CC=C(C=C1)C=1N=NN(C1)CCC1=CSC=C1)=O N-(2-aminophenyl)-4-[1-[2-(3-thienyl)ethyl]-1H-1,2,3-triazol-4-yl]benzamide